3-(5-isopropyl-2,6-dioxo-1,2,3,6-tetrahydropyrimidine-4-carbonyl)-5-methylbenzoic acid C(C)(C)C1=C(NC(NC1=O)=O)C(=O)C=1C=C(C(=O)O)C=C(C1)C